C(C)OC(=O)C1CC2=CC=C(C(=C2C1)Cl)O 4-chloro-5-hydroxy-2,3-dihydro-1H-indene-2-carboxylic acid ethyl ester